C(C)(C)(C)C1=C(OC2=C1C(N[C@@H](C2)C)=O)C2=CC(=NC=C2)Cl (R)-tert-butyl-2-(2-chloropyridin-4-yl)-6-methyl-4-oxo-6,7-dihydrofuro[3,2-c]pyridine